C(C1=CC=CC=C1)N(C(=O)OCC1=C(SC(=C1)Cl)C1=NC=C(C(=N1)C)O[C@@H]1C[C@H](CCC1)C(=O)O)C (1S,3S)-3-((2-(3-(((benzyl(methyl)carbamoyl)oxy)methyl)-5-chlorothiophen-2-yl)-4-methylpyrimidine-5-yl)oxy)cyclohexane-1-carboxylic acid